(1S,5R,9R)-10,10-dimethyl-2,6-dimethylene-bicyclo[7.2.0]undecan-5-ol acetate C(C)(=O)O[C@@H]1CCC([C@H]2CC([C@@H]2CCC1=C)(C)C)=C